(R)-N-((S)-1-(4-(4-fluoro-1H-pyrazol-1-yl)phenyl)ethyl)-2-methylpropane-2-sulfinamide FC=1C=NN(C1)C1=CC=C(C=C1)[C@H](C)N[S@](=O)C(C)(C)C